C(C)(C)(C)OC(C1=C(N=CC(=C1)NC1CCCCC1)NC1CCCCC1)=O 2,5-bis(cyclohexylamino)nicotinic acid tert-butyl ester